Cl.NC(C(=O)N1CCN(CC1)C(=O)NC1=NC(N(C=C1)C1=CC=C(C=C1)CN1CC2C(C2C1)N)=O)(C)C 4-(2-Amino-2-methylpropanoyl)-N-(1-(4-((exo-6-amino-3-azabicyclo[3.1.0]hexan-3-yl)methyl)phenyl)-2-oxo-1,2-dihydropyrimidin-4-yl)piperazine-1-carboxamide Hydrochloride Salt